3-[2-chloro-4-fluoro-5-[6-(trifluoromethyl)-2-pyridinyl]phenyl]-5-methyl-4H-isoxazole-5-carboxylic acid ethyl ester C(C)OC(=O)C1(CC(=NO1)C1=C(C=C(C(=C1)C1=NC(=CC=C1)C(F)(F)F)F)Cl)C